CO[Si](OC)(OC)CCCC1C(OC(C1)=O)=O dihydro-3-(trimethoxysilyl-propyl)-2,5-furandione